tert-butyl 6-(3-chloro-5-(4,4,5,5-tetramethyl-1,3,2-dioxaborolan-2-yl)phenyl)-4-oxa-7-azaspiro[2.5]oct-5-ene-7-carboxylate ClC=1C=C(C=C(C1)B1OC(C(O1)(C)C)(C)C)C1=COC2(CC2)CN1C(=O)OC(C)(C)C